ClC1=C(C=CC(=C1)F)C(=O)N1CCN(CC1)C1=C(C(=CC=C1)C)OCOC (2-Chloro-4-fluoro-phenyl)-[4-[2-(methoxymethoxy)-3-methyl-phenyl]piperazin-1-yl]methanone